(1-methyl-1H-pyrazol-4-yl)-1,3,5-triazine-2,4-diamine CN1N=CC(=C1)C1=NC(=NC(=N1)N)N